ClC1=CC=C(C=C1)C=1N=CN(C1C1=CC(=NC=C1)C(F)F)CC(=O)N[C@H]1CN(CC1)C(=O)OC(C)(C)C tert-butyl (3R)-3-[[2-[4-(4-chlorophenyl)-5-[2-(difluoromethyl)-4-pyridyl]imidazol-1-yl]acetyl]amino]pyrrolidine-1-carboxylate